BrC=1C=C2C(=NC1)N(C=N2)[C@@H]2C[C@@H](CCC2)N (1R,3S)-3-(6-bromo-3H-imidazo[4,5-b]pyridin-3-yl)cyclohexan-1-amine